N-[(1R,3S)-3-[[5-chloro-4-(7-fluoro-3-isopropyl-2-methyl-indazol-5-yl)-2-pyridinyl]carbamoyl]cyclohexyl]morpholine-4-carboxamide ClC=1C(=CC(=NC1)NC(=O)[C@@H]1C[C@@H](CCC1)NC(=O)N1CCOCC1)C1=CC2=C(N(N=C2C(=C1)F)C)C(C)C